5-((4-cyclopropyl-2-fluorobenzyl)oxy)-2,3-dihydro-1H-inden-1-one C1(CC1)C1=CC(=C(COC=2C=C3CCC(C3=CC2)=O)C=C1)F